N4-methyl-N2-(8-(morpholino-sulfonyl)-2,3-di-hydrobenzo[b][1,4]dioxin-5-yl)-5-(trifluoromethyl)-7H-pyrrolo[2,3-d]pyrimidine-2,4-diamine CNC=1C2=C(N=C(N1)NC1=CC=C(C=3OCCOC31)S(=O)(=O)C3CNCCO3)NC=C2C(F)(F)F